ClC1=CC=C(C=C1)C1=N[C@H](C=2N(C3=C1C(=C(S3)C#N)C)C(=NN2)C)C (6S)-4-(4-chlorophenyl)-3,6,9-trimethyl-6H-thieno[3,2-f][1,2,4]triazolo[4,3-a][1,4]diazepin-2-carbonitrile